N2-(2-aminoethyl)-D-arginine NCCN[C@H](CCCNC(N)=N)C(=O)O